ClC=1C=C2C(=NC1)CC1(CCN(CC1)C(=O)OC(C)(C)C)C2=O tert-butyl 3-chloro-5-oxo-5,7-dihydrospiro[cyclopenta[b]pyridine-6,4'-piperidine]-1'-carboxylate